C[N-]CCCCCCCCCCCCCCCCCC N-methyloctadecylamide